O=C1N(C(CC1)=O)C(C(=O)[O-])(COCCOCCOCCOCCC(=O)[O-])N1C(CCC1=O)=O bis(2,5-dioxopyrrolidin-1-yl)4,7,10,13-tetraoxahexadecanedioate